FC=1C=C(C=CC1)C1=NC2=CC=C3C(=C2C=2CCCCC12)C=NN3 7-(3-fluorophenyl)-8,9,10,11-tetrahydro-3H-pyrazolo[4,3-a]phenanthridine